4-(methoxy)phenol COC1=CC=C(C=C1)O